Cl.FC=1C=C(C=C(C1C1CCNCC1)F)NC1C(NC(CC1)=O)=O 3-((3,5-difluoro-4-(piperidin-4-yl)phenyl)amino)piperidine-2,6-dione hydrochloride